C(C)C=1NC(=NN1)C=1C(=CC(=C(C(=O)N2CCC(CC2)C2=CC=C(C#N)C=C2)C1)C)SC 4-(1-(5-(5-ethyl-4H-1,2,4-triazol-3-yl)-2-methyl-4-(methylthio)benzoyl)piperidin-4-yl)benzonitrile